BrC1=CC=C(OC2=C(N=NN2CC2=CC=C(C=C2)OC)C(=O)OCC)C=C1 ethyl 5-(4-bromophenoxy)-1-(4-methoxybenzyl)-1H-1,2,3-triazole-4-carboxylate